isopropyl (S)-6-diazo-5-oxo-2-((S)-3,3,3-trifluoro-2-methoxypropanamido)hexanoate [N+](=[N-])=CC(CC[C@@H](C(=O)OC(C)C)NC([C@@H](C(F)(F)F)OC)=O)=O